C(C)OC1=NC=C(C(=C1)C)[N+](=O)[O-] 2-ethoxy-4-methyl-5-nitro-pyridine